1-(3-bromo-4-nitrophenyl)-4-methylpiperazin-2-one BrC=1C=C(C=CC1[N+](=O)[O-])N1C(CN(CC1)C)=O